(cis)-3-(5-(2-bromoethoxy)-2-(oxetan-3-yl)-7-(trifluoromethyl)-1H-benzo[d]imidazol-1-yl)-1-methylcyclobutan-1-ol BrCCOC1=CC2=C(N(C(=N2)C2COC2)C2CC(C2)(O)C)C(=C1)C(F)(F)F